3-(4-(4-((2,6-DIMETHYLPIPERIDIN-1-YL)METHYL)BENZYLOXY)-1-OXOISOINDOLIN-2-YL)PIPERIDINE-2,6-DIONE CC1N(C(CCC1)C)CC1=CC=C(COC2=C3CN(C(C3=CC=C2)=O)C2C(NC(CC2)=O)=O)C=C1